ClC=1C(=NC=CC1)N1N=C(C=C1C(=O)NC=1C(=CC=2N(C1C(=O)NCCSC)N=CC2)C)C(F)(F)F 6-(1-(3-chloropyridin-2-yl)-3-(trifluoromethyl)-1H-pyrazole-5-carboxamido)-5-methyl-N-(2-(methylthio)ethyl)pyrazolo[1,5-a]pyridine-7-carboxamide